C(C)(C)(C)OC(NCC1=CC(=CC=C1)C=1C=NC(=CC1)C(NC)=O)=O ({3-[6-(methylcarbamoyl)pyridin-3-yl]phenyl}methyl)carbamic acid tert-butyl ester